(2R or S)-2-cyclopropyl-1,1-difluoro-1-{2-fluoro-3-[(1R)-1-{[6-(methylsulfonyl)-2-methylpyrido[3,4-d]pyrimidin-4-yl]amino}ethyl]phenyl}but-3-yn-2-ol C1(CC1)[C@](C(C1=C(C(=CC=C1)[C@@H](C)NC=1C2=C(N=C(N1)C)C=NC(=C2)S(=O)(=O)C)F)(F)F)(C#C)O |o1:3|